C(C)N1CCC12CN(C2)C=2C=CC(=NC2)NC2=NC=C(C(=N2)C2=CC=1C(N(CC3(C1S2)CCC3)C)=O)F 2'-(2-((5-(1-Ethyl-1,6-diazaspiro[3.3]heptan-6-yl)pyridin-2-yl)amino)-5-fluoropyrimidin-4-yl)-5'-methyl-5',6'-dihydro-4'H-spiro[cyclobutane-1,7'-thieno[3,2-c]pyridin]-4'-one